C(#N)C=1C=C2C(=NC(=NC2=C(C1C1=CC(=CC2=CC=C(C(=C12)C#C)F)O)F)OCC12CCCN2CCC1)N1CC(C(CCC1)(C)O)N(C(C=C)=O)C N-(1-(6-cyano-7-(8-ethynyl-7-fluoro-3-hydroxynaphthalen-1-yl)-8-fluoro-2-((tetrahydro-1H-pyrrolizin-7a(5H)-yl)methoxy)quinazolin-4-yl)-4-hydroxy-4-methylazepan-3-yl)-N-methylacrylamide